ClC=1C=CC(=C(C(=O)N[C@H](C(=O)NC2=C(C=C(C=C2)[N+](=O)[O-])Cl)C(C)C)C1)NS(=O)(=O)C (s)-5-Chloro-N-(1-((2-chloro-4-nitrophenyl)amino)-3-methyl-1-oxobutan-2-yl)-2-(methylsulfonamido)benzamide